ClC=1C=C(C=CC1NCC#CC1=C(C2=C(S1)C(=CC=C2)NC2C(CN(CC2)C)F)CC(F)(F)F)P(C)(C)=O (3-chloro-4-((3-(7-(((Z)-3-fluoro-1-methylpiperidin-4-yl)amino)-3-(2,2,2-trifluoroethyl)benzo[b]thiophen-2-yl)prop-2-yn-1-yl)amino)phenyl)dimethylphosphine oxide